C1(=C(C=CC=C1)[SiH](Cl)Cl)C o-tolyl-dichlorosilane